tert-butyl 6-(7-carbamoyl-3-chloro-5-fluoro-2-methyl-1H-indol-4-yl)octahydro-1H-pyrrolo[2,3-c]pyridine-1-carboxylate C(N)(=O)C=1C=C(C(=C2C(=C(NC12)C)Cl)N1CC2C(CC1)CCN2C(=O)OC(C)(C)C)F